9-((1-acryloylpiperidin-4-yl)oxy)-3-(3-ethynylphenyl)-8-methoxy-1H-pyrimido[4,5,6-de]quinazolin-2(3H)-one C(C=C)(=O)N1CCC(CC1)OC=1C(=CC=2C3=C(N(C(NC13)=O)C1=CC(=CC=C1)C#C)N=CN2)OC